ClC=1C=CC(=C(CNC(OC(C)(C)C)=O)C1)\C=C\C#N tert-butyl (E)-(5-chloro-2-(2-cyanovinyl)benzyl)carbamate